C(C)OC1=CC=C(C=C1)C1=CC(=NN1)N 5-(4-ethoxyphenyl)-1H-pyrazol-3-amine